N-(5-(3-(9H-purin-6-yl)pyridin-2-ylamino)-2-fluorophenyl)-3-(2-cyanopropan-2-yl)-4-fluorobenzamid N1=CN=C2NC=NC2=C1C=1C(=NC=CC1)NC=1C=CC(=C(C1)NC(C1=CC(=C(C=C1)F)C(C)(C)C#N)=O)F